1-(11Z-octadecadienoyl)-sn-glycero-3-phosphocholine C(C=CC=CCCCCCCCCCCCCC)(=O)OC[C@@H](O)COP(=O)([O-])OCC[N+](C)(C)C